2-(2-((3R,4R)-3-Amino-4-fluoropiperidin-1-yl)-5,6-difluoro-1H-benzo[d]imidazol-1-yl)-N-(1,1-dioxido-2,3-dihydrothiophen-3-yl)-N-phenylacetamid N[C@@H]1CN(CC[C@H]1F)C1=NC2=C(N1CC(=O)N(C1=CC=CC=C1)C1CS(C=C1)(=O)=O)C=C(C(=C2)F)F